(R,E)-4-((3-(4-(3-fluoroazetidin-1-yl)but-2-enamido)piperidin-1-yl)methyl)-N-(4-(4-morpholino-7H-pyrrolo[2,3-d]pyrimidin-6-yl)phenyl)picolinamide FC1CN(C1)C/C=C/C(=O)N[C@H]1CN(CCC1)CC1=CC(=NC=C1)C(=O)NC1=CC=C(C=C1)C1=CC2=C(N=CN=C2N2CCOCC2)N1